ClC=1C=C(C=C(C1)OC)NC(=O)C1C(=NN(C1=O)C1=CC=C(C=C1)OC(F)F)C N-(3-chloro-5-methoxy-phenyl)-1-[4-(difluoromethoxy)phenyl]-3-methyl-5-oxo-4H-pyrazole-4-carboxamide